cyclotridecylboric acid C1(CCCCCCCCCCCC1)OB(O)O